BrC1=CC2=CN(N=C2C=C1)C1CCC(CC1)CO [4-(5-Bromoindazol-2-yl)cyclohexyl]methanol